2,4,6-Trinitro-1,3-dimethyl-5-tert.-butylbenzol [N+](=O)([O-])C1=C(C(=C(C(=C1C)[N+](=O)[O-])C(C)(C)C)[N+](=O)[O-])C